ClCC1=C(C=NC=C1)C1=CC=C(C=C1)Cl 4-(chloromethyl)-3-(4-chlorophenyl)pyridine